C1(=CC=CC=C1)P(C1=CC=C(C=C1)S(=O)(=O)[O-])C1=CC=CC=C1.[Na+] sodium 4-(diphenylphosphino)benzenesulfonate